C(C(=C)C)(=O)OCCOC1=CC=C(C=C1)C(C)C 2-[4-(2-methacryloyloxyethoxy)phenyl]propane